5-oxomorpholine O=C1COCCN1